FC1=CC=C(C=C1)C=1C=C2C(=C(C(N(C2=NC1)CCN1CCOCC1)=O)C(=O)O)OC 6-(4-fluorophenyl)-4-methoxy-1-(2-morpholinoethyl)-2-oxo-1,2-dihydro-1,8-naphthyridine-3-carboxylic acid